N-pyridinium triflate [O-]S(=O)(=O)C(F)(F)F.[NH+]1=CC=CC=C1